The molecule is a carbamate ester that is the 1-vinylcyclohexyl ester of carbamic acid. A short-acting sedative-hypnotic, it was formerly used to treat insomnia. It has a role as a sedative. It is a carbamate ester and a terminal acetylenic compound. C#CC1(CCCCC1)OC(=O)N